FC(C(C(F)F)(F)[2H])(F)F 1,1,1,2,3,3-hexafluoropropane-d